C(#N)C1=CC=C(C=C1)NC(=O)N1[C@H](C[C@H](C1)OC)C(=O)NC1=C(C=CC(=C1)C(CCC1CC1)(N[S@](=O)C(C)(C)C)C1=CC(=CC=C1)C#N)F (2R,4R)-N1-(4-cyanophenyl)-N2-(5-((-)-1-(3-cyanophenyl)-3-cyclopropyl-1-((R)-1,1-Dimethylethylsulfinylamino)propyl)-2-fluorophenyl)-4-methoxypyrrolidine-1,2-dicarboxamide